bis(2-(succinimidyloxycarbonyloxy) ethyl) sulfone C1(CCC(N1OC(=O)OCCS(=O)(=O)CCOC(=O)ON1C(CCC1=O)=O)=O)=O